C1(CC1)CN1CC2=C(CC1)SC(=C2)C2=CC(=C(C(=N2)NS(=O)(=O)C=C)O)OC N-(6-(5-(cyclopropylmethyl)-4,5,6,7-tetrahydrothieno[3,2-c]pyridin-2-yl)-3-hydroxy-4-methoxypyridin-2-yl)ethenesulfonamide